N-(4-Hydroxyphenyl)-2-[[2-(morpholine-4-carbonyl)phenyl]sulfonylamino]acetamide OC1=CC=C(C=C1)NC(CNS(=O)(=O)C1=C(C=CC=C1)C(=O)N1CCOCC1)=O